3-[3-methyl-1-(4-methyl-1,2,4-triazol-3-yl)cyclobutyl]-5-[2-[[(3S)-3-methyl-1-piperidinyl]methyl]-7-oxo-4-(trifluoromethyl)-1H-pyrrolo[2,3-c]pyridin-6-yl]benzamide CC1CC(C1)(C1=NN=CN1C)C=1C=C(C(=O)N)C=C(C1)N1C(C2=C(C(=C1)C(F)(F)F)C=C(N2)CN2C[C@H](CCC2)C)=O